3-chloro-4-((S)-2-(dimethylamino)-3-((S)-3-(pyridin-3-yl)-3-(1-(trifluoromethyl)cyclopropyl)propanamido)propyl)benzamide ClC=1C=C(C(=O)N)C=CC1C[C@@H](CNC(C[C@H](C1(CC1)C(F)(F)F)C=1C=NC=CC1)=O)N(C)C